ClC=1C=C(C=CC1F)[C@@H](NC(=O)[C@@H]1CNC(O1)=O)C1=NN(C=C1)C(F)F (S)-N-((R)-(3-chloro-4-fluorophenyl)(1-(difluoromethyl)-1H-pyrazol-3-yl)methyl)-2-oxooxazolidine-5-carboxamide